N-(4-amino-4'-fluoro[1,1'-biphenyl]-3-yl)tetrahydro-2H-pyran-4-carboxamide NC1=C(C=C(C=C1)C1=CC=C(C=C1)F)NC(=O)C1CCOCC1